NC1=CC=C(C=C1)[Te][Te]C1=CC=C(C=C1)N bis-(p-aminophenyl) ditelluride